(7R,9Z)-18-({[3-(dimethylamino)propyloxy]carbonyl}oxy)octacos-9-ene acetate C(C)(=O)O.CN(CCCOC(=O)OC(CCCCCCC\C=C/CCCCCCCC)CCCCCCCCCC)C